C(CCCCCCC)OC(\C=C\C(=O)OCCCCCCCC)=O (E)-but-2-enedioic acid dioctyl ester